O.C(OO)(O)=O hydroxy carbonate, hydrate